benzyl (5S,8S,11S)-5-(3-(tert-butoxy)-3-oxopropyl)-1-(9H-fluoren-9-yl)-8-isopropyl-11-methyl-3,6,9-trioxo-2-oxa-4,7,10-triazadodecan-12-oate C(C)(C)(C)OC(CC[C@H](NC(OCC1C2=CC=CC=C2C=2C=CC=CC12)=O)C(N[C@H](C(N[C@H](C(=O)OCC1=CC=CC=C1)C)=O)C(C)C)=O)=O